C(#N)C1=C(C=CC=C1)S(=O)(=O)C(C1CCN(CC1)C(=O)NC1=CN=NC=C1)(F)F 4-(((2-cyanophenyl)sulfonyl)difluoro-methyl)-N-(pyridazin-4-yl)piperidine-1-carboxamide